[(benzyloxy)carbonyl]-3-bromo-L-phenylalaninate C(C1=CC=CC=C1)OC(=O)N[C@@H](CC1=CC(=CC=C1)Br)C(=O)[O-]